C(C(C)C)(=O)Cl Isobutyryl chloride